2,3,6,7-naphthalenetetramine C1=C(C(=CC2=CC(=C(C=C12)N)N)N)N